1,1-dimethyl-6-tert-butylindan CC1(CCC2=CC=C(C=C12)C(C)(C)C)C